C(C)(C)(C)C=1C(=NC=C(C1)OCCOC)C=1C=NC(=CC1)NC(C)=O tert-butyl-(6'-acetamido-5-(2-methoxyethoxy)-[2,3'-bipyridine])